(R)-(4-amino-7-fluoro-3-methyl-1,3-dihydrofuro[3,4-c]quinolin-8-yl)(2-(benzo[d]thiazol-6-yl)pyrazolidin-1-yl)methanone NC1=NC=2C=C(C(=CC2C2=C1[C@H](OC2)C)C(=O)N2N(CCC2)C2=CC1=C(N=CS1)C=C2)F